FC=1C=CC2=C(C(=NCC(N2C)=O)C2=C(C=CC(=C2)OC)F)C1 7-fluoro-5-(2-fluoro-5-methoxy-phenyl)-1-methyl-3H-1,4-benzodiazepine-2-One